4-hydroxymethylphenyl azide OCC1=CC=C(C=C1)N=[N+]=[N-]